trimethylsilyl-ethyl-thiazole C[Si](C)(C)C=1N=C(SC1)CC